C(C1CO1)OC1=C(C=C(C=C1)C1(C2=CC=CC=C2C=2C=CC=CC12)C1=CC(=C(C=C1)OCC1CO1)OC)OC 9,9-bis(4-glycidoxy-3-methoxyphenyl)fluorene